1-({2-[1-(4-fluorobenzyl)-1H-indole-3-carboxamido]phenyl}thio)cyclobutane-1-carboxylic acid FC1=CC=C(CN2C=C(C3=CC=CC=C23)C(=O)NC2=C(C=CC=C2)SC2(CCC2)C(=O)O)C=C1